C(C)(C)(C)OC(=O)N1CCC(CC1)C1=NC(=CC=C1)OCC1=CC=C(C=2C=C(OC21)Cl)C#N 4-(6-((2-chloro-4-cyanobenzofuran-7-yl)methoxy)pyridin-2-yl)piperidine-1-carboxylic acid tert-butyl ester